silver(I) pyrazolate C1=C(NN=C1)C(=O)O.[Ag]